NC=1C=2N(C=C(N1)C1=CC=NN1C)C(=CN2)C=2C=C(C=CC2C)C(C(C)O)(F)F (3-(8-amino-6-(1-methyl-1H-pyrazol-5-yl)imidazo[1,2-a]pyrazin-3-yl)-4-methylphenyl)-1,1-difluoropropan-2-ol